5-[1-(2,2-dimethylpropyl)-1H-pyrazol-4-yl]-6-(1-methyl-1H-benzotriazol-5-yl)pyridine-2-carbonitrile CC(CN1N=CC(=C1)C=1C=CC(=NC1C1=CC2=C(N(N=N2)C)C=C1)C#N)(C)C